N-(4-tert-butylphenyl)dibenzo[b,d]Furan-4-amine C(C)(C)(C)C1=CC=C(C=C1)NC1=CC=CC2=C1OC1=C2C=CC=C1